(S)-beta-Fmocaminoisobutyric acid C(=O)(OCC1C2=CC=CC=C2C2=CC=CC=C12)NC[C@@H](C(=O)O)C